2-(3,4-difluoro-2-methyl-phenoxy)-5-methyl-6-(trifluoromethyl)pyridin-3-amine FC=1C(=C(OC2=NC(=C(C=C2N)C)C(F)(F)F)C=CC1F)C